6-(4-ethylpiperidin-1-yl)-2-methylpyridin-3-amine C(C)C1CCN(CC1)C1=CC=C(C(=N1)C)N